COC(=CC1=CC=CC=C1)C1=NC(=NC(=N1)C(Cl)(Cl)Cl)C(Cl)(Cl)Cl methoxystyryl-2,6-bis(trichloromethyl)-s-triazine